Methyl 5-(((2,3-dichlorobenzyl)amino)methyl)-4-(dimethylamino)picolinate ClC1=C(CNCC=2C(=CC(=NC2)C(=O)OC)N(C)C)C=CC=C1Cl